2-(6-(((1s,2s,3r,5r)-2-fluoro-9-azabicyclo[3.3.1]non-3-yl)oxy)pyridazin-3-yl)-5-(pyrazin-2-yl)phenol F[C@H]1[C@@H]2CCC[C@H](C[C@H]1OC1=CC=C(N=N1)C1=C(C=C(C=C1)C1=NC=CN=C1)O)N2